BrC(C(=O)C1=CC=CC=C1)C1=CC=CC=C1 2-bromo-1,2-diphenylethan-1-one